glycidyl-chloropropanol C(C1CO1)C(CC)(O)Cl